(4,6-di([1,1'-biphenyl]-4-yl)-1,3,5-triazin-2-yl)boric acid C1(=CC=C(C=C1)C1=NC(=NC(=N1)C1=CC=C(C=C1)C1=CC=CC=C1)OB(O)O)C1=CC=CC=C1